COC=1C(=CC2=CN(N=C2C1)C1CCC(CC1)N1C(C=CC=C1)=O)C(=O)NC=1C(N(C=CC1)C)=O 6-Methoxy-N-(1-methyl-2-oxo-1,2-dihydropyridin-3-yl)-2-((1r,4r)-4-(2-oxopyridin-1(2H)-yl)cyclohexyl)-2H-indazole-5-carboxamide